ClC=1C=C2C(=NC(N3C2=C(C1C1=CC=C(C=C1)F)SC[C@@H](C3)OC)=O)N3CCNCC3 (R)-10-chloro-11-(4-fluorophenyl)-3-methoxy-8-(piperazin-1-yl)-3,4-dihydro-2H,6H-[1,4]thiazepino[2,3,4-ij]quinazolin-6-one